1-(trans-4-aminocyclohexyl)-3-benzyl-1-(5-(2-methoxypyrimidin-5-yl)pyrazin-2-yl)urea N[C@@H]1CC[C@H](CC1)N(C(=O)NCC1=CC=CC=C1)C1=NC=C(N=C1)C=1C=NC(=NC1)OC